ClC=1C(=C(C#N)C=C(C1)C(C)(C)C1=CC=C(C=C1)O)OC([2H])([2H])[2H] 3-chloro-5-(2-(4-hydroxyphenyl)propan-2-yl)-2-(methoxy-d3)Benzonitrile